NC1CC(C12CCC2)C=2C(=CC=1N(C2OC)C(=C(N1)C1=CC=2C(=NC(=CC2)N(S(=O)(=O)C)C(F)F)N1CC1CC1)C)C(=O)N (1-aminospiro[3.3]heptan-3-yl)-2-[1-(cyclopropylmethyl)-6-[difluoromethyl-(methylsulfonyl)amino]pyrrolo[2,3-b]pyridin-2-yl]-5-methoxy-3-methylimidazo[1,2-a]pyridine-7-carboxamide